N1=CC2=CC(=C1)C(=O)OC2=O pyridine-3,5-dicarboxylic anhydride